(2R,4R)-N-(4-cyclopropylphenyl)-4-fluoropyrrolidine-2-carboxamide hydrochloride Cl.C1(CC1)C1=CC=C(C=C1)NC(=O)[C@@H]1NC[C@@H](C1)F